NC(/C=C/C(=O)OCC)(C)C ethyl (E)-4-amino-4-methylpent-2-enoate